(S)-5-chloro-6-(difluoromethyl)-N-methyl-2,3-dihydrobenzofuran-3-amine ClC=1C(=CC2=C([C@@H](CO2)NC)C1)C(F)F